Br.BrCC(=O)C1=NC(=CC=C1)C bromo-1-(6-methylpyridin-2-yl)ethan-1-one hydrobromide